C(C)C(CC1=CC=C(S1)C1=C2C(SC=C2)=C(C2=C1SC=C2)C=2SC(=CC2)CC(CCCC)CC)CCCC 4,8-bis[5-(2-ethylhexyl)thiophene-2-yl]benzo[1,2-b:4,5-b']dithiophene